(R)-3-butenolide C1(CC=CO1)=O